(2s,3R,4s,5R)-3,4-bis(benzyloxy)-5-((R)-1,2-bis(benzyloxy)ethyl)-6'-(4-ethylbenzyl)-4,5-dihydro-3h,3'h-spiro[furan-2,1'-isobenzofuran] C(C1=CC=CC=C1)O[C@@H]1[C@H]([C@H](O[C@]12OCC1=CC=C(C=C21)CC2=CC=C(C=C2)CC)[C@@H](COCC2=CC=CC=C2)OCC2=CC=CC=C2)OCC2=CC=CC=C2